pyridinium Oxazine-5-carboxamide O1NC=CC(=C1)C(=O)N.[NH+]1=CC=CC=C1